N-(6-aminopyridin-3-yl)-N-(3-(tert-butyl)-5-cyclopropylbenzyl)-2-(N-(2-fluorobenzyl)-(2,3,4,5,6-pentafluorophenyl)sulfonamido)acetamide NC1=CC=C(C=N1)N(C(CN(S(=O)(=O)C1=C(C(=C(C(=C1F)F)F)F)F)CC1=C(C=CC=C1)F)=O)CC1=CC(=CC(=C1)C1CC1)C(C)(C)C